tert-butyl (3R)-3-[[1-[6-[5-(1-methylcyclopropoxy)-1-(2-trimethylsilylethoxymethyl) indazol-3-yl]pyrimidin-4-yl]-4-piperidyl]oxy]pyrrolidine-1-carboxylate CC1(CC1)OC=1C=C2C(=NN(C2=CC1)COCC[Si](C)(C)C)C1=CC(=NC=N1)N1CCC(CC1)O[C@H]1CN(CC1)C(=O)OC(C)(C)C